C1(CCCCC1)C1=C(C(C(=S)N)=CC=C1)C(=O)N cyclohexylthiophthalamide